Cl.OC(C[N+](C)(C)C)CC([O-])=O carnitine HCl salt